(E)-3-hydroxy-6-(3-(1,3,4,9-tetrahydro-2H-pyrido[3,4-b]indol-2-yl)propyl)picolinaldehyde oxime OC=1C(=NC(=CC1)CCCN1CC=2NC3=CC=CC=C3C2CC1)/C=N/O